4-[5-(4-methylphenyl)-3-(piperidin-4-ylmethylamino)pyrazol-1-yl]benzonitrile CC1=CC=C(C=C1)C1=CC(=NN1C1=CC=C(C#N)C=C1)NCC1CCNCC1